FC1=C(C=CC=C1)NC(C1=NC=CC=C1)=O N-(2-fluorophenyl)picolinamide